[benzyl(methyl)amino]-2-[(4-ethylphenyl)methylamino]propan-1-one C(C1=CC=CC=C1)N(C)C(C(C)NCC1=CC=C(C=C1)CC)=O